OCC(C)N1C[C@@H](CCC1)NC=1N=NC(=C(N1)C)C1=C(C=C(C=C1)C(F)(F)F)O 2-(3-(((3R)-1-(1-hydroxy-prop-2-yl)piperidin-3-yl)amino)-5-methyl-1,2,4-triazin-6-yl)-5-(trifluoromethyl)phenol